2,2-dimethyl-1-(4-(((6-(4-methylpiperazin-1-yl)-1-(3-morpholinopropyl)-1H-indazol-4-yl)amino)methyl)piperidin-1-yl)propan-1-one CC(C(=O)N1CCC(CC1)CNC1=C2C=NN(C2=CC(=C1)N1CCN(CC1)C)CCCN1CCOCC1)(C)C